(R)-2-((4-(2-(4-chlorophenyl)-2,3-dihydrobenzo[b][1,4]dioxin-5-yl)piperidin-1-yl)methyl)-1-((2-(trimethyl-silyl)ethoxy)methyl)-1H-imidazole-5-carbaldehyde ClC1=CC=C(C=C1)[C@@H]1COC2=C(O1)C=CC=C2C2CCN(CC2)CC=2N(C(=CN2)C=O)COCC[Si](C)(C)C